bicyclo[5.4.0]undecane C12CCCCCC2CCCC1